methylchloro-isothiazolone CC=1C(=NS(C1)=O)Cl